2,4-bis(benzyloxy)-5-isopropyl-N-(pyridin-3-yl)benzamide C(C1=CC=CC=C1)OC1=C(C(=O)NC=2C=NC=CC2)C=C(C(=C1)OCC1=CC=CC=C1)C(C)C